BrC=1C(=NC(=NC1)NC1=C(C=C(C(=C1)C=1C=NN(C1)C)N1CCC(CC1)C=O)OC)NC=1C(=C2N=CC=NC2=CC1)NS(=O)(=O)C N-(6-((5-bromo-2-((4-(4-formylpiperidin-1-yl)-2-methoxy-5-(1-methyl-1H-pyrazol-4-yl)phenyl)amino)pyrimidin-4-yl)amino)quinoxalin-5-yl)methanesulfonamide